1-(4-trifluoromethyl-phenyl)ethanol FC(C1=CC=C(C=C1)C(C)O)(F)F